BrC1=NC(=CC=C1)C=1C=NN(C1)C(C(C)(F)F)C1=CC=C(C=C1)F 2-bromo-6-(1-(2,2-difluoro-1-(4-fluorophenyl)propyl)-1H-pyrazol-4-yl)pyridine